N-(pyridin-2-yl)pyrimidin-2-amine C1=CC=NC(=C1)NC2=NC=CC=N2